N-(3-(cyclopropylethynyl)-6-morpholinoimidazo[1,2-b]pyridazin-8-yl)-N-(4-methoxybenzyl)glycine C1(CC1)C#CC1=CN=C2N1N=C(C=C2N(CC(=O)O)CC2=CC=C(C=C2)OC)N2CCOCC2